naphtho[8,1,2-hij]hexaphene C1=CC=CC=2C=C3C4=C5C6=C(C=7C=C8C=CC=CC8=CC7C5=CC3=CC12)C=CC=C6C=C4